ethyl 2-((2R,4R)-4-((((9H-fluoren-9-yl)methoxy)carbonyl)amino)pyrrolidin-2-yl)thiazole-4-carboxylate C1=CC=CC=2C3=CC=CC=C3C(C12)COC(=O)N[C@@H]1C[C@@H](NC1)C=1SC=C(N1)C(=O)OCC